C[Si](=[Zr](C1C(=CC2=C(C=CC=C12)C1=CC=CC=C1)CC)C1C(=CC2=C(C=CC=C12)C1=CC=CC=C1)CC)C dimethylsilanediylbis(2-ethyl-4-phenyl-indenyl)zirconium